CS(=O)(=O)OCC1=CC=C2C(N(C(NC2=C1)=O)CC1=C(C=C(C=C1)OC)OC)=O (3-(2,4-dimethoxybenzyl)-2,4-dioxo-1,2,3,4-tetrahydroquinazolin-7-yl)methyl methanesulfonate